CC=1C=C2C(=NC3=CC=CC=C23)CN1 3-methyl-1H-pyrido[3,4-b]indole